O=C1C(CCCCC\C=C/CCCCCCCC1)=O (Z)-oxo-cycloheptadec-8-ene-2-one